NCCC(CCCN)N 1,3,6-triaminohexane